C12C(CCCC2CC1)O bicyclo[4.2.0]octan-2-ol